(3R,4R)-4-{[5-(2,4-difluoro-phenyl)-isoxazole-3-carbonyl]-amino}-piperidine-3-carboxylic acid methyl-(2-pyridin-2-yl-ethyl)-amide hydrochloride Cl.CN(C(=O)[C@@H]1CNCC[C@H]1NC(=O)C1=NOC(=C1)C1=C(C=C(C=C1)F)F)CCC1=NC=CC=C1